4-Amino-3-(1H-indazol-6-yl)-1H-pyrazolo[3,4-d]pyrimidin NC1=C2C(=NC=N1)NN=C2C2=CC=C1C=NNC1=C2